tert-butyl 4-(6-cyanopyridin-3-yl)piperazine-1-carboxylate C(#N)C1=CC=C(C=N1)N1CCN(CC1)C(=O)OC(C)(C)C